(R)-(2-(2-methoxy-7-methylquinoxalin-5-yl)-4-methyl-7,8-dihydro-[1,4]dioxino[2',3':3,4]benzo[1,2-d]thiazol-7-yl)methyl (6-methylpyridin-3-yl)carbamate CC1=CC=C(C=N1)NC(OC[C@@H]1OC2=C(C3=C(N=C(S3)C3=C4N=CC(=NC4=CC(=C3)C)OC)C(=C2)C)OC1)=O